(E)-N,N-diethyl-2-(1-(pyridine-2-yl)ethylidene)hydrazine-1-carbothioamide C(C)N(C(=S)N/N=C(\C)/C1=NC=CC=C1)CC